5-[4-(Difluoromethoxy)benzenesulfonyl]-N-(furan-2-ylmethyl)-1H,2H,3H,4H,5H,6H-pyrrolo[3,4-c]pyrrole-2-carboxamide FC(OC1=CC=C(C=C1)S(=O)(=O)N1CC2=C(C1)CN(C2)C(=O)NCC=2OC=CC2)F